((1S,6S)-6-aminocyclohex-3-en-1-yl)-5-chloro-3-iodo-N-(thiophen-2-ylmethyl)thieno[3,2-b]pyridin-7-amine N[C@H]1CC=CC[C@@H]1C1=C(C2=NC(=CC(=C2S1)NCC=1SC=CC1)Cl)I